C(=O)(OCC1=CC=CC=C1)N[C@@H](CCCCN)C(=O)O (epsilone)-carbobenzoxy-L-lysine